N1C=C(C2=CC=CC=C12)C[C@@H](C(=O)OC1=C(C=CC=C1)\N=N\C=1C(=NC(=CC1)N)N)NC(=O)OC(C)(C)C (E)-2-((2,6-diaminopyridin-3-yl)diazenyl)phenyl (S)-3-(1H-indol-3-yl)-2-((tert-butoxycarbonyl)amino)propanoate